N1(CCOCC1)C(=O)NC=1C=C(C=CC1)N1N=NC(=C1)C1=C(C(=O)O)C=CN=C1 (1-(3-(morpholine-4-carboxamido)phenyl)-1H-1,2,3-triazol-4-yl)isonicotinic acid